FC=1C2=C(NN=C2C=CC1)C(=O)NC1CCC(CC1)NC1=CC=CC=2N1C=C(N2)C(F)(F)F 4-fluoro-N-[(1s,4s)-4-{[2-(trifluoromethyl)imidazo[1,2-a]pyridin-5-yl]amino}cyclohexyl]-2H-indazole-3-carboxamide